4-((2-(2,6-dioxopiperidin-3-yl)-1,3-dioxoisoindolin-5-yl)oxy)benzoic acid O=C1NC(CCC1N1C(C2=CC=C(C=C2C1=O)OC1=CC=C(C(=O)O)C=C1)=O)=O